fluoroheptyl ethylene oxide FCCCCCCCC1CO1